(2E,4Z)-2-hydroxyhexa-2,4-dienedioic acid O\C(\C(=O)O)=C\C=C/C(=O)O